tert-Butyl 2,2-dimethyl-4-(2-oxo-3H-1,3-benzoxazol-6-yl)piperazine-1-carboxylate CC1(N(CCN(C1)C1=CC2=C(NC(O2)=O)C=C1)C(=O)OC(C)(C)C)C